silicon-phosphorus salt [P].[Si]